C(C1=CC=CC=C1)OC(=O)N[C@H](C(=O)OC)CCC(CNC(=O)OC(C)(C)C)(F)F (S)-Methyl 2-(((benzyloxy)carbonyl)amino)-6-((tert-butoxycarbonyl)amino)-5,5-difluorohexanoate